m-(dimethylamino)phenol CN(C=1C=C(C=CC1)O)C